4-(2-(4-chloro-2-fluorophenyl)-2-methylbenzo[d][1,3]dioxol-4-yl)-1,2,3,6-tetrahydropyridine HCl salt Cl.ClC1=CC(=C(C=C1)C1(OC2=C(O1)C=CC=C2C=2CCNCC2)C)F